C(C)C1CC(CC=C1CCC=O)(C)C 3-(6-Ethyl-4,4-dimethylcyclohex-1-en-1-yl)propanal